3-methylpiperidin-4-ol formate C(=O)OC1C(CNCC1)C